2-{[2-(isoquinolin-3-yl)-5H,6H,7H-cyclopenta[d]pyrimidin-4-yl](methyl)amino}-N-(pyridin-3-yl)acetamide C1=NC(=CC2=CC=CC=C12)C=1N=C(C2=C(N1)CCC2)N(CC(=O)NC=2C=NC=CC2)C